ClC=1C=CC2=C(C[C@](O2)(C2=CC=CC=C2)CN[C@@H]2CC[C@H](CC2)O)C1C1=C(C(=O)N)C=CC(=C1F)OC 2-((2S,4S)-5-chloro-2-((((trans)-4-hydroxycyclohexyl)amino)methyl)-2-phenyl-2,3-dihydrobenzofuran-4-yl)-3-fluoro-4-methoxybenzamide